C(=O)C1=CC=C(C=C1)CC(C)C (4-formylphenyl)2-methylpropane